N1C(NCC1)=NC(C1=CC(=CC=C1)C1OCCC1)=O N-[imidazolidin-2-ylidene]-3-(oxolan-2-yl)benzamide